N-((4-(5-amino-4-cyano-1-isopropyl-1H-pyrazol-3-yl)-1H-indazol-7-yl)methyl)-5-fluoro-2-methoxybenzamide NC1=C(C(=NN1C(C)C)C1=C2C=NNC2=C(C=C1)CNC(C1=C(C=CC(=C1)F)OC)=O)C#N